NC1=C(C=NN1C1=C(C=NC(=C1)N1CCOCC1)N)F 4-(5-amino-4-fluoro-pyrazol-1-yl)-6-morpholino-pyridin-3-amine